O1CC=CC2=C1C=CC=C2 benzopyrane